C1N(CC12CNC2)C2=NC=CC(=C2)C=2C(=C(C=C(C2)F)C2=CC(=C(C=C2)N2C(N(C=C2)C[2H])=O)Cl)O 1-(3'-(2-(2,6-diazaspiro[3.3]heptan-2-yl)pyridin-4-yl)-3-chloro-5'-fluoro-2'-hydroxy-[1,1'-biphenyl]-4-yl)-3-deuteromethyl-1H-imidazol-2(3H)-one